2'-vinylbiphenyl-2-acetaldehyde C(=C)C1=C(C=CC=C1)C=1C(=CC=CC1)CC=O